ClC1=C(C(=O)O)C(=C(C(=N1)Cl)C)C 2,6-dichloro-4,5-dimethylnicotinic acid